CC=1C=C(C=CC1OC1=CC2=C(N(N=N2)C)C=C1)NC1=NC=NC2=C1N=C(N=C2)N2C[C@@H]1CN([C@@H]1C2)C(C=C)=O 1-((1r,5s)-3-(8-((3-methyl-4-((1-methyl-1H-benzo[d][1,2,3]triazol-5-yl)oxy)phenyl)amino)pyrimido[5,4-d]pyrimidin-2-yl)-3,6-diazabicyclo[3.2.0]heptan-6-yl)prop-2-en-1-one